CC1=C(C=CC=C1NC(=O)C=1SC(=NN1)C1(CCC1)NC(=N)N)C1=C(C(=CC=C1)NC(=O)C=1SC(=NN1)C1(CCC1)NC(=N)N)C (2,2'-dimethyl-[1,1'-biphenyl]-3,3'-diyl)bis(5-(1-guanidinocyclobutyl)-1,3,4-thiadiazole-2-carboxamide)